NC1CCC(CC1)(F)CNC1CCN(CC1)C=1C=C(C=2N(C1)C(=NC2)C)C2=C(C(=O)N(C(C)C)CC)C=C(C=C2)F 2-[6-(4-{[(4-amino-1-fluorocyclohexyl)methyl]amino}piperidin-1-yl)-3-methylimidazo[1,5-a]pyridin-8-yl]-N-ethyl-5-fluoro-N-(isopropyl)benzamide